BrCC=1C(=C(C=CC1)C)Cl (bromomethyl)-2-chloro-1-methylbenzene